N-(2-((3R,4S)-3-fluoro-4-methoxypiperidin-1-yl)pyrimidin-4-yl)-5-isopropylisoquinolin-3-amine F[C@@H]1CN(CC[C@@H]1OC)C1=NC=CC(=N1)NC=1N=CC2=CC=CC(=C2C1)C(C)C